3-(5-amino-8-(2,6-dimethylpyridin-4-yl)-3-oxo-7-phenyl-[1,2,4]triazolo[4,3-C]pyrimidin-2(3H)-yl)propionitrile NC1=NC(=C(C=2N1C(N(N2)CCC#N)=O)C2=CC(=NC(=C2)C)C)C2=CC=CC=C2